Cl.CN(C(=O)CNC(=O)C1=CC2=C(N(C(=N2)NC=2SC3=C(N2)C=CC(=C3)Cl)C)C=C1)C1CNCC1 2-(6-Chloro-benzothiazol-2-ylamino)-1-methyl-1H-benzoimidazole-5-carboxylic acid [(methyl-pyrrolidin-3-yl-carbamoyl)-methyl]-amide hydrochloride